FC1=C(C(=O)OC)C(=CN=C1C(F)(F)F)OC1=C(C=C(C=C1)OC(F)(F)F)OC methyl 3-fluoro-5-[2-methoxy-4-(trifluoromethoxy)phenoxy]-2-(trifluoro-methyl)isonicotinate